O1COC2=CC3=C(N=C(S3)C3=C(SC=4CN(CCC43)C(=O)OC(C)(C)C)NC(CCNC(C)CC)=O)C=C21 tert-Butyl 3-([1,3]dioxolo[4',5':4,5]benzo[1,2-d]thiazol-6-yl)-2-(3-(sec-butylamino)propanamido)-4,7-dihydrothieno[2,3-c]pyridine-6(5H)-carboxylate